ClC1=C(C(=C(C=C1OC)OC)Cl)NC(N(C)C1=CC(=NC=N1)NC1=C(C=C(C=C1)N1CCN(CC1)CC)NC(C=C)=O)=O N-(2-((6-(3-(2,6-dichloro-3,5-dimethoxyphenyl)-1-methylureido)pyrimidin-4-yl)amino)-5-(4-ethylpiperazin-1-yl)phenyl)acrylamide